BrC1=CC(=C(C=C1)C[C@@H](C(=O)O)NC(=O)OC(C)(C)C)F (2S)-3-(4-bromo-2-fluorophenyl)-2-[(tert-butoxycarbonyl)amino]propanoic acid